C(CCCCCCC\C=C/CCCCCCCC)(=O)OCC(COC(CCNC([C@@H](C(COC(CCN1CCCC1)=O)(C)C)O)=O)=O)OC(CCCCCCC\C=C/CCCCCCCC)=O 3-((3-((R)-2-Hydroxy-3,3-dimethyl-4-((3-(pyrrolidin-1-yl)propanoyl)oxy)butanamido) propanoyl)oxy)propane-1,2-diyl dioleate